CC1=NOC(=C1C=1C=C(OC2=C(C=C(C=C2C)NC(=O)N2CCOCC2)C)C=C(C1)C)C N-(4-(3-(3,5-dimethylisoxazol-4-yl)-5-methylphenoxy)-3,5-dimethylphenyl)morpholine-4-carboxamide